methyl 4-{N-[(2-{[(tert-butoxy)carbonyl]amino}quinolin-7-yl)methyl]acetamido}-1-methyl-1H-pyrazole-3-carboxylate C(C)(C)(C)OC(=O)NC1=NC2=CC(=CC=C2C=C1)CN(C(C)=O)C=1C(=NN(C1)C)C(=O)OC